CC=1N=C2N(C=C(C=C2)N)C1 2-methylimidazo[1,2-a]pyridin-6-amine